(4-(1-toluenesulfonyl-1H-pyrazol-3-yl)cyclohex-3-en-1-yl)carbamic acid tert-butyl ester C(C)(C)(C)OC(NC1CC=C(CC1)C1=NN(C=C1)S(=O)(=O)CC1=CC=CC=C1)=O